OC1=C2C(C=C(OC2=CC(=C1)OC)C1=CC=CC=C1)=O 5-hydroxy-7-methoxy-2-phenyl-4H-chromen-4-one